2-methyltetrahydro-1H-pyrrolizine CC1CC2=CCCN2C1